CP(=O)(C)C1=C(C=CC=C1)NC1=C2C(=NC(=N1)NC=1C=NC=3CCN(CC3C1)C(CO)=O)NN=C2 1-(3-((4-((2-(dimethylphosphoryl)phenyl)amino)-1H-pyrazolo[3,4-d]pyrimidin-6-yl)amino)-7,8-dihydro-1,6-naphthyridin-6(5H)-yl)-2-hydroxyethan-1-one